8-benzyl-3-(trifluoromethyl)-6,6a,7,8,9,10-hexahydrospiro[pyrazino[1,2-a][1,8]naphthyridin-5,2'-[1,3]dithiolane] C(C1=CC=CC=C1)N1CC2N(C=3N=CC(=CC3C3(SCCS3)C2)C(F)(F)F)CC1